N-hydroxy-3,4,5,6-tetra(carbazole-9-yl)phthalimide ON1C(C=2C(C1=O)=C(C(=C(C2N2C1=CC=CC=C1C=1C=CC=CC21)N2C1=CC=CC=C1C=1C=CC=CC21)N2C1=CC=CC=C1C=1C=CC=CC21)N2C1=CC=CC=C1C=1C=CC=CC21)=O